NCCCCCCCNC(C1=C(C=C(C=C1)NC=1C=2N(C=CN1)C(=CN2)C2=C(C(=C(C=C2)OCC#N)F)F)Cl)=O N-(7-aminoheptyl)-2-chloro-4-((3-(4-(cyanomethoxy)-2,3-difluorophenyl)imidazo[1,2-a]pyrazin-8-yl)amino)benzamide